1-ethyl-7-(1-methyl-1H-pyrazol-4-yl)-2-oxo-1,2-dihydro-1,6-naphthyridine-3-carboxylic acid C(C)N1C(C(=CC2=CN=C(C=C12)C=1C=NN(C1)C)C(=O)O)=O